C[Si](CCC(C(=O)OCC)(F)F)(C1=CC=CC=C1)C ethyl 4-(dimethyl (phenyl) silyl)-2,2-difluorobutyrate